5-((6-(2-cyanoethyl)-7-(2,3-dichlorophenyl)-8-fluoro-3-iodo-2-methylquinolin-4-yl)amino)-2-azabicyclo[2.1.1]hexane-2-carboxylate C(#N)CCC=1C=C2C(=C(C(=NC2=C(C1C1=C(C(=CC=C1)Cl)Cl)F)C)I)NC1C2CN(C1C2)C(=O)[O-]